NCC(CN1N=CN(C1=O)C1=NC=C(N=C1)C=1C=NC(=CC1)N(C)C)=C(F)F 2-[2-(aminomethyl)-3,3-difluoro-allyl]-4-[5-[6-(dimethylamino)-3-pyridyl]pyrazin-2-yl]-1,2,4-triazol-3-one